(7S)-methyl 2-[[2-(difluoromethoxy)-5-fluorophenyl] (hydroxy) methyl]-3-[(1R,3R)-3-(methoxycarbonyl) cyclohexyl]-7-methyl-3H,6H,7H,8H,9H-imidazo[4,5-f]quinoline-6-carboxylate FC(OC1=C(C=C(C=C1)F)C(C=1N(C=2C(=C3CC[C@@H](N(C3=CC2)C(=O)OC)C)N1)[C@H]1C[C@@H](CCC1)C(=O)OC)O)F